BrC1=NN(C(=C1)CO)CCC (2S)-1-[3-bromo-5-(hydroxymethyl)-1H-pyrazol-1-yl]propan